(R)-5-bromo-2-chloro-N-(1-(2,4-dichlorophenyl)ethyl)pyrimidin-4-amine BrC=1C(=NC(=NC1)Cl)N[C@H](C)C1=C(C=C(C=C1)Cl)Cl